CC=1C=CC(=NC1)N1CCC(CC1)C(=O)N 1-(5-methylpyridin-2-yl)piperidine-4-carboxamide